N-[2-[1-[(3-fluoroazetidin-3-yl)methyl]-4-piperidyl]-6-isopropoxy-pyrazolo[3,4-b]pyridin-5-yl]pyrazolo[1,5-a]pyrimidine-3-carboxamide FC1(CNC1)CN1CCC(CC1)N1N=C2N=C(C(=CC2=C1)NC(=O)C=1C=NN2C1N=CC=C2)OC(C)C